4-(3-(4-ethynylphenyl)ureido)piperidine-1-sulfonyl fluoride C(#C)C1=CC=C(C=C1)NC(NC1CCN(CC1)S(=O)(=O)F)=O